[N+](=O)([O-])[O-].[In+3].[N+](=O)([O-])[O-].[N+](=O)([O-])[O-] Indium Nitrat